CS(=O)(=O)SC#N methanesulfonic acid, thiocyanate